6-(2-chloro-5-fluorophenyl)-5-(3-fluoro-5-(trifluoromethyl)benzamido)-8-oxo-1,6,7,8-tetrahydroimidazo[4,5-e]isoindole-2-carboxamide ClC1=C(C=C(C=C1)F)C1NC(C2=C3C(=CC(=C12)NC(C1=CC(=CC(=C1)C(F)(F)F)F)=O)N=C(N3)C(=O)N)=O